CCCCCCCCCCCCCCCCCCCCCCCC(=O)N[C@@H](CO)[C@@H]([C@@H](CCCCCCCCCCCCCC)O)O The molecule is a phytoceramide compound having a tetracosanoyl group attached to the nitrogen atom. It has a role as a Saccharomyces cerevisiae metabolite. It is a N-(very-long-chain fatty acyl)-sphingoid base and a N-acylphytosphingosine.